2-(2-(2-methoxyethoxy)ethoxy)benzamide COCCOCCOC1=C(C(=O)N)C=CC=C1